(S)-1-[1-(5-chloropyrimidin-2-yl)-3-cyclopropyl-1H-1,2,4-triazol-5-yl]ethanamine hydrochloride Cl.ClC=1C=NC(=NC1)N1N=C(N=C1[C@H](C)N)C1CC1